The molecule is an amino acid zwitterion obtained by transfer of a proton from the carboxy to the amino group of N-(gamma-L-glutamyl)-L-alaninol; major species at pH 7.3. It has a role as a bacterial metabolite. It is a tautomer of a N-(gamma-L-glutamyl)-L-alaninol. C[C@@H](CO)NC(=O)CC[C@@H](C(=O)[O-])[NH3+]